C(C)(=O)O[C@@H]1[C@H]([C@@H](OC(C)=O)[C@H](OC(C)=O)[C@H](O1)COC(C)=O)NC(CCC)=O 1,3,4,6-tetra-O-acetyl-2-(1-butanoyl)amino-2-deoxy-α-D-mannopyranose